tert-butyl (2S,3S)-2-[(3-bromophenyl)methyl]-3-[2-(dimethylamino)(oxo)acetamido]pyrrolidine-1-carboxylate BrC=1C=C(C=CC1)C[C@@H]1N(CC[C@@H]1NC(C(N(C)C)=O)=O)C(=O)OC(C)(C)C